N-[{1R}-1-(2',4'-dimethyl-biphenyl-3-yl)-ethyl]-6,7-dimethoxy-2-methylquinazolin-4-amine CC1=C(C=CC(=C1)C)C1=CC(=CC=C1)[C@@H](C)NC1=NC(=NC2=CC(=C(C=C12)OC)OC)C